2-chloro-3-methoxy-6-methylaniline ClC1=C(N)C(=CC=C1OC)C